C(CCCCCCCC)N1C=NC(C1)=O (E)-nonyl-Imidazolin-4-one